CC1N(C(C2=C(NC1=O)C=CC=C2)=O)C2=CC=CC=C2 3-methyl-4-phenyl-3,4-dihydro-1H-benzo[e][1,4]diazepin-2,5-dione